NCCN(C1ONCC1)C N-(2-aminoethyl)-N-methyloxapyrrolidin-3-amine